N1CC(C1)C1=CC=C(C=C1)N1C[C@H]2CC[C@@H](C1)O2 |r| rac-(1r,5s)-3-[4-(azetidin-3-yl)phenyl]-8-oxa-3-azabicyclo[3.2.1]octane